C(C1=CC=CC=C1)N(C1CCO[C@]12O[C@@H]([C@@H]([C@@H]([C@H]2OCC2=CC=CC=C2)N2N=NC(=C2)C2=CC(=C(C(=C2)F)F)F)OCC2=CC=CC=C2)COCC2=CC=CC=C2)CC2=CC=CC=C2 (5S,7R,8R,9S,10R)-N,N-dibenzyl-8,10-bis(benzyloxy)-7-((benzyloxy)methyl)-9-(4-(3,4,5-trifluorophenyl)-1H-1,2,3-triazol-1-yl)-1,6-dioxaspiro[4.5]decan-4-amine